C(C)(C)[C@@H]1CC=C(CC1)CC(C=O)C 3-[(4S)-4-isopropyl-1-cyclohexen-1-yl]-2-methylpropanal